3-[3-methyl-2-oxo-5-[4-(4-piperidyloxy)-1-piperidyl]benzimidazol-1-yl]piperidine CN1C(N(C2=C1C=C(C=C2)N2CCC(CC2)OC2CCNCC2)C2CNCCC2)=O